ClC1=CC(=C2C(=N1)C1(OCC2)COCC1)OCC1CN(C1)S(=O)(=O)CC 2'-chloro-4'-((1-(ethylsulfonyl)azetidin-3-yl)methoxy)-4,5,5',6'-tetrahydro-2H-spiro[furan-3,8'-pyrano[3,4-b]pyridine]